FS(=O)(=O)OC=1C=C(C(=O)N[C@H]2CN(CCC2)C(=O)OC(C)(C)C)C=CC1 tert-butyl (3R)-3-[(3-fluorosulfonyloxybenzoyl)amino]piperidine-1-carboxylate